Calcium-Tin [Sn].[Ca]